(2S,5R)-tert-butyl 4-(3-(dimethylamino)-2,2-dimethylpropanoyl)-5-methyl-2-phenylpiperazine-1-carboxylate CN(CC(C(=O)N1C[C@@H](N(C[C@H]1C)C(=O)OC(C)(C)C)C1=CC=CC=C1)(C)C)C